C(C)=C(CC=C=CC)CCC=CCCC 4-ethylidene(ethylidene)-1,7-undecadiene